4-(4-bromo-2,3-difluorophenyl)-1-(tetrahydro-2H-pyran-2-yl)-1H-pyrazole BrC1=C(C(=C(C=C1)C=1C=NN(C1)C1OCCCC1)F)F